tert-Butyl 4-[[4-chloro-2-[3-[[1,3]dioxolo[4,5-b]pyridin-6-yl(methyl)carbamoyl]phenyl]-5-(trifluoromethyl) pyrazol-3-yl]methoxy]benzoate ClC1=C(N(N=C1C(F)(F)F)C1=CC(=CC=C1)C(N(C)C=1C=C2C(=NC1)OCO2)=O)COC2=CC=C(C(=O)OC(C)(C)C)C=C2